CC1=CC2=C(N=C(S2)CC(=O)N)C=C1 (6-methyl-1,3-benzothiazol-2-yl)acetamide